Cl.Cl.C(CCC)C1=NC=2C(=C(N=NC2N)OC(C)C)N1CC1=CC=C(C=C1)CNC(C)C 2-butyl-7-isopropoxy-1-(4-((isopropylamino)methyl)benzyl)-1H-imidazo[4,5-d]pyridazin-4-amine dihydrochloride